BrC1=C(C=C(C=C1COC)COC)C(\C=C\C1=C(C=CC=C1)OC)=O 1-(2-bromo-3,5-dimethoxymethylphenyl)-3-(2-methoxyphenyl)-(2E)-2-propen-1-one